4-(hydroxymethyl)-4-(methoxymethyl)piperidine-1-carboxylic acid tert-butyl ester C(C)(C)(C)OC(=O)N1CCC(CC1)(COC)CO